CC1=CC(CC(C1)C1=CC=CC=C1)=O 5-methyl-1,6-dihydro-[1,1'-biphenyl]-3(2H)-one